C(C)C=1C=CC=2N(C1[C@@H](O)C=1N=NN(C1)C1=CC=C(C=C1)OC)C=NC2 (R)-(6-ethyl-imidazo[1,5-a]pyridin-5-yl)-[1-(4-methoxy-phenyl)-1H-[1,2,3]triazol-4-yl]-methanol